2',3',4',5',6'-pentaiodoacetophenone IC1=C(C(=C(C(=C1I)I)I)I)C(C)=O